thieno[3,2-b]pyridin-7-amine dihydrochloride Cl.Cl.S1C=CC2=NC=CC(=C21)N